BrC=1C(=C(C=CC1)NC1=NC=NC2=CC3=C(C=C12)O[C@H](CO3)CN3CCOCC3)F (S)-N-(3-bromo-2-fluorophenyl)-7-(morpholinomethyl)-7,8-dihydro-[1,4]dioxino[2,3-g]quinazolin-4-amine